(R)-3-(2-methylpyrimidin-5-yl)-3-(4-(3-(5,6,7,8-tetrahydro-1,8-naphthyridin-2-yl)propyl)thiazol-2-yl)propanoic acid CC1=NC=C(C=N1)[C@@H](CC(=O)O)C=1SC=C(N1)CCCC1=NC=2NCCCC2C=C1